(S)-1-((R)-8-(4-ethoxy-4'-((isopropylamino)methyl)biphenyl-3-ylsulfonyl)-1-oxa-8-azaspiro[4.5]decan-3-ylamino)-3-(3-(1-(hydroxymethyl)cyclopropylsulfonyl)phenoxy)propan-2-ol C(C)OC1=C(C=C(C=C1)C1=CC=C(C=C1)CNC(C)C)S(=O)(=O)N1CCC2(C[C@H](CO2)NC[C@@H](COC2=CC(=CC=C2)S(=O)(=O)C2(CC2)CO)O)CC1